N(=[N+]=[N-])CC1=C2C=CNC2=CC(=C1OC1=CC(=C(C=C1)F)C=1NC(=CN1)C(CCS(=O)(=O)CCC#C)C1=C(C(=CC=C1)Br)F)F 4-(Azidomethyl)-5-(3-(5-(1-(3-bromo-2-fluorophenyl)-3-(but-3-yn-1-ylsulfonyl)propyl)-1H-imidazol-2-yl)-4-fluorophenoxy)-6-fluoro-1H-indole